Cl.CC1=NN(C2=NC(=CN=C21)C2NCC21C(NCC1)=O)C1COC1 (3-methyl-1-(oxetan-3-yl)-1H-pyrazolo[3,4-b]pyrazin-6-yl)-2,6-diazaspiro[3.4]octan-5-one hydrochloride